(2-Bromo-5-(4-methylpiperazin-1-yl)phenyl)methanol BrC1=C(C=C(C=C1)N1CCN(CC1)C)CO